7-(2-((7-ethyl-2-methyl-1,2,3,4-tetrahydroisoquinolin-6-yl)amino)-5-(trifluoromethyl)pyrimidin-4-yl)-3,4-dihydrothieno[2,3-f][1,4]thiazepin-5(2H)-one 1,1-dioxide C(C)C1=C(C=C2CCN(CC2=C1)C)NC1=NC=C(C(=N1)C1=CC2=C(C(NCCS2(=O)=O)=O)S1)C(F)(F)F